6-decenal C(CCCCC=CCCC)=O